(trifluoromethyl)pyrazole-3-sulfonyl chloride FC(F)(F)C=1C(=NNC1)S(=O)(=O)Cl